Lysine-benzylamide C(C1=CC=CC=C1)NC([C@@H](N)CCCCN)=O